2-(2-((5-cyclopropyl-3-(2,6-dichlorophenyl)isoxazol-4-yl)amino)-7-azaspiro[3.5]non-7-yl)-4-fluorobenzo[d]thiazole-6-carboxylic acid C1(CC1)C1=C(C(=NO1)C1=C(C=CC=C1Cl)Cl)NC1CC2(C1)CCN(CC2)C=2SC1=C(N2)C(=CC(=C1)C(=O)O)F